N-(4-(trifluoromethyl)-4,5,6,7-tetrahydro-1H-indazol-6-yl)benzenesulfonamide FC(C1C=2C=NNC2CC(C1)NS(=O)(=O)C1=CC=CC=C1)(F)F